5-(3-methyl-1-((5,6,7,8-tetrahydro-2,6-naphthyridin-3-yl)methyl)pyrrolo[3,4-c]pyrazol-5(1H,4H,6H)-yl)quinoline-8-carbonitrile CC=1C2=C(N(N1)CC=1N=CC=3CCNCC3C1)CN(C2)C2=C1C=CC=NC1=C(C=C2)C#N